O1CC(C1)CC(C)O 1-(oxetan-3-yl)propan-2-ol